ethyl trans-5-(dibenzylamino)-1,3-dioxane-2-carboxylate C(C1=CC=CC=C1)N([C@H]1CO[C@@H](OC1)C(=O)OCC)CC1=CC=CC=C1